[SnH3]N stannylamine